8-(3-cyclopropylpyrrolidin-1-yl)-6-(2,4-dimethoxypyrimidin-5-yl)imidazo[1,2-b]pyridazine C1(CC1)C1CN(CC1)C=1C=2N(N=C(C1)C=1C(=NC(=NC1)OC)OC)C=CN2